6,7-dimethoxy-2H-spiro[isoquinoline-1,4'-piperidine]-3(4H)-one COC=1C=C2CC(NC3(CCNCC3)C2=CC1OC)=O